ClC1=CC(=C(C=C1)[C@@]1(OC2=C(O1)C=CC=C2C2CCN(CC2)CC2=C(C=C(N=N2)/C(/N)=N/O)C)C)F (S,Z)-6-((4-(2-(4-chloro-2-fluorophenyl)-2-methylbenzo[d][1,3]dioxol-4-yl)piperidin-1-yl)methyl)-N'-hydroxy-5-methylpyridazine-3-carboximidamide